2',4'-di-fluorobiphenyl FC1=C(C=CC(=C1)F)C1=CC=CC=C1